Pyridine-3-carboxylic acid tert-butyl ester C(C)(C)(C)OC(=O)C=1C=NC=CC1